3',4'-difluoro-3-(1-oxo-6-(5-phenyl-1H-1,2,3-triazol-4-yl)isoindolin-2-yl)biphenyl-4-carboxylic acid FC=1C=C(C=CC1F)C1=CC(=C(C=C1)C(=O)O)N1C(C2=CC(=CC=C2C1)C=1N=NNC1C1=CC=CC=C1)=O